(2-(3,4-dichlorophenoxy)ethoxy)-3-(furan-3-yl)-2-(pyridin-3-yl)-1H-inden-1-one ClC=1C=C(OCCOC2=C3C(=C(C(C3=CC=C2)=O)C=2C=NC=CC2)C2=COC=C2)C=CC1Cl